7-Propoxy-4-(trifluoromethyl)-1,3-benzothiazol-2-amine C(CC)OC1=CC=C(C=2N=C(SC21)N)C(F)(F)F